C(C)(C)(C)OC(=O)N1CC(C1)(C(=O)O)F 1-(tert-Butyloxycarbonyl)-3-fluoroazetidine-3-carboxylic acid